C[C@H](CCC(=O)O)[C@H]1CC[C@@H]2[C@@]1(CC[C@H]3[C@H]2[C@@H](C[C@H]4[C@@]3(CC[C@@H](C4)O)C)O)C The molecule is a dihydroxy-5beta-cholanic acid in which the two hydroxy groups are located at positions 3beta and 7alpha. The 3beta-hydroxy epimer of chenodeoxycholic acid. It has a role as a human metabolite. It is a bile acid, a 7alpha-hydroxy steroid, a 3beta-hydroxy steroid and a dihydroxy-5beta-cholanic acid. It is a conjugate acid of a 3beta,7alpha-dihydroxy-5beta-cholan-24-oate.